ClC1=C(C(=O)OC(C)(C)C)C=C(C=C1)N(C1=NOC(C1)(C(F)(F)F)C1=CC(=CC(=C1)Cl)Cl)CC1CC1 tert-butyl 2-chloro-5-[cyclopropylmethyl-[5-(3,5-dichlorophenyl)-5-(trifluoromethyl)-4H-isoxazol-3-yl]amino]-benzoate